2,3,4-trimethoxy-1,1'-biphenyl COC1=C(C=CC(=C1OC)OC)C1=CC=CC=C1